CC1OC(C2=CC=C(C(=C12)C)C(CNCC=1C=NN(C1)C1=CC(=C(C=N1)C#N)C)O)=O 6-(4-(((2-(3,4-dimethyl-1-oxo-1,3-dihydroisobenzofuran-5-yl)-2-hydroxyethyl)amino)methyl)-1H-pyrazol-1-yl)-4-methylpyridine-3-carbonitrile